C1(CCCCC1)C1(CC(C(CC1)C1CCCCC1)N)N 1,4-dicyclohexyl-1,3-cyclohexanediamine